C(C)N1C(C=2C=C(C=CC2C2=C1N(N=C2)[C@@H]2COCC2)C)=O 4-ethyl-7-methyl-3-((S)-tetrahydrofuran-3-yl)-3,4-dihydro-5H-pyrazolo[3,4-c]isoquinolin-5-one